(S)-3-Bromo-4-((1-cyclopropyl-2,2-difluoro-3-hydroxypropyl)amino)-1-methyl-6-nitroquinolin-2(1H)-one BrC=1C(N(C2=CC=C(C=C2C1N[C@H](C(CO)(F)F)C1CC1)[N+](=O)[O-])C)=O